cyanocaproamide C(#N)C(C(=O)N)CCCC